1-(5-((3-fluorophenyl)ethynyl)-2,3-dihydro-1H-inden-1-yl)-3,3-dimethylpiperidine-4-carboxylic acid FC=1C=C(C=CC1)C#CC=1C=C2CCC(C2=CC1)N1CC(C(CC1)C(=O)O)(C)C